F[C@H]1CN(CC[C@H]1NC1=CC=CC=2N1N=C(C2CC(F)(F)F)C#CCNC(=O)C2=CN(C1=CC=CC=C21)C)C N-[3-(7-{[(3S,4R)-3-fluoro-1-methylpiperidin-4-yl]amino}-3-(2,2,2-trifluoroethyl)pyrazolo[1,5-a]pyridin-2-yl)prop-2-yn-1-yl]-1-methylindole-3-carboxamide